(S)-N-(1-(4-(N-cyclobutylsulfamoyl)phenylamino)-1-oxo-3-phenylpropan-2-yl)picolinamide C1(CCC1)NS(=O)(=O)C1=CC=C(C=C1)NC([C@H](CC1=CC=CC=C1)NC(C1=NC=CC=C1)=O)=O